N[C@@H]1C2=CC=CC=C2CC12CCN(CC2)C=2NC(C1=C(N2)NN=C1C=1C=2C=CC(=NC2CCC1F)C(F)(F)F)=O (S)-6-(1-amino-1,3-dihydrospiro[indene-2,4'-piperidin]-1'-yl)-3-(6-fluoro-2-(trifluoromethyl)-7,8-dihydroquinolin-5-yl)-1,5-dihydro-4H-pyrazolo[3,4-d]pyrimidin-4-one